NC1CC(CC(C1)(CN)C)(C)C 5-Amino-1,3,3-trimethylcyclohexanmethylamin